C1=NC=C(C2=CC=CC=C12)N1C(N(C[C@@H]1C#N)C1=CC(N(C=C1)C)=O)=O |r| Racemic-3-(isoquinolin-4-yl)-1-(1-methyl-2-oxo-1,2-dihydropyridin-4-yl)-2-oxoimidazoline-4-carbonitrile